8-Amino-6-bromo-7-hydroxy-2-methylquinazolin-4(3H)-one NC=1C(=C(C=C2C(NC(=NC12)C)=O)Br)O